5-[[2,4-dichloro-5-(2-pyridyl)benzoyl]amino]-N-[2-[2-[[7-[4-[4-[(2,6-dioxo-3-piperidyl)amino]phenyl]piperazin-1-yl]-7-oxo-heptanoyl]amino]ethoxy]ethyl]-1-phenyl-pyrazole-3-carboxamide ClC1=C(C(=O)NC2=CC(=NN2C2=CC=CC=C2)C(=O)NCCOCCNC(CCCCCC(=O)N2CCN(CC2)C2=CC=C(C=C2)NC2C(NC(CC2)=O)=O)=O)C=C(C(=C1)Cl)C1=NC=CC=C1